NC=1C=CC(=C(C(=O)NCC2=CC3=C(OCO3)C=C2)C1)C 5-amino-N-(benzo[d][1,3]dioxol-5-ylmethyl)-2-methylbenzamide